C(CCC)NC(=S)NCCCC N,N'-dibutyl-thiourea